O1CCN(CC1)C1=NC=CC2=C1N=C(N2)C2=CC=C(C=C2)NC=2C=NC(=NC2)N2CCNCC2 N-(4-(4-morpholino-1H-imidazo[4,5-c]pyridin-2-yl)phenyl)-2-(piperazin-1-yl)pyrimidin-5-amine